2-methyl-6-(methylsulfonyl)-3-(4,4,5,5-tetramethyl-1,3,2-dioxaborolan-2-yl)pyridineedetic acid sodium salt [Na+].CC1(NC(=CC=C1B1OC(C(O1)(C)C)(C)C)S(=O)(=O)C)C(N(CCN(CC(=O)[O-])CC(=O)[O-])CC(=O)[O-])C(=O)[O-].[Na+].[Na+].[Na+]